Cl.Cl.NC1=NC=NN2C1=C(C=C2C2CCNCC2)C2=CC=C(C=C2)NC(=O)C=2C(N(C(=C(C2)Br)COC)C2=CC=CC=C2)=O N-(4-(4-amino-7-(piperidin-4-yl)pyrrolo[2,1-f][1,2,4]triazin-5-yl)phenyl)-5-bromo-6-(methoxymethyl)-2-oxo-1-phenyl-1,2-dihydropyridine-3-carboxamide dihydrochloride